ClC1=CC=C(C=C1)C1=C(CCC(C1)(C)C)C(=O)N1[C@H]2CN([C@@H](C1)C2)CC=2C=C1CN(C(C1=CC2)=O)C2C(NC(CC2)=O)=O 3-(5-(((1R,4R)-5-(4'-chloro-5,5-dimethyl-3,4,5,6-tetrahydro-[1,1'-biphenyl]-2-carbonyl)-2,5-diazabicyclo[2.2.1]heptan-2-yl)methyl)-1-oxoisoindolin-2-yl)piperidine-2,6-dione